12S-hydroxy-5z,8z,10E,14z-eicosatetraenoic acid CCCCC/C=C\C[C@@H](/C=C/C=C\C/C=C\CCCC(=O)O)O